5,7-dihydrospiro[cyclopenta[c]pyridine-6,4'-piperidin]-5-amine N1CCC2(CC1)C(C1=C(C=NC=C1)C2)N